4-[6-(4-amino-4-ethylpiperidin-1-yl)-1H-pyrazolo[3,4-b]-pyrazin-3-yl]-3-chloropyridin-2-amine NC1(CCN(CC1)C1=CN=C2C(=N1)NN=C2C2=C(C(=NC=C2)N)Cl)CC